4-bromo-6-(but-3-en-1-yl)-1-tosyl-1H-pyrrolo[2,3-c]Pyridin-7(6H)-one BrC=1C2=C(C(N(C1)CCC=C)=O)N(C=C2)S(=O)(=O)C2=CC=C(C)C=C2